C(C)OC1=C(C=CC=C1)S(=O)(=O)NC(=O)C=1OC2=C(C1)C(=CC(=C2)C)OC N-(2-Ethoxybenzene-1-sulfonyl)-4-methoxy-6-methyl-1-benzofuran-2-carboxamide